COC1CCN(CC1)C=1C2=C(N=CN1)SC(=N2)N 7-(4-methoxypiperidin-1-yl)thiazolo[5,4-d]Pyrimidine-2-amine